triallyl(3,5-bis(vinyl)benzyl)ammonium C(C=C)[N+](CC1=CC(=CC(=C1)C=C)C=C)(CC=C)CC=C